((3S)-1-(6-((2-amino-2-oxo-1-phenylethyl)thio)-3,5-dicyano-4-cyclopropylpyridin-2-yl)pyrrolidin-3-yl)carbamic acid tert-butyl ester C(C)(C)(C)OC(N[C@@H]1CN(CC1)C1=NC(=C(C(=C1C#N)C1CC1)C#N)SC(C(=O)N)C1=CC=CC=C1)=O